C1(=C(C=CC=C1)CC(=O)OCC)C ethyl 2-(o-tolyl)acetate